{6-[bis(2-thienylmethyl)amino]-6-oxohexyl}carbamic acid benzyl ester C(C1=CC=CC=C1)OC(NCCCCCC(=O)N(CC=1SC=CC1)CC=1SC=CC1)=O